O[C@@H]1C[C@@]2([C@@H](C[C@H]3[C@@H]4CC[C@H]([C@@H](CCC(=O)NCC(=O)O)C)[C@]4(CC[C@@H]3[C@]2(CC1)C)C)O)O N-(3β,5α,6β-trihydroxy-cholan-24-oyl)glycine